5-Fluoro-2,3-dimethyl-4-(1,2,3,4-tetrahydroisoquinolin-7-yl)-1H-indole-7-carboxamide TFA Salt OC(=O)C(F)(F)F.FC=1C(=C2C(=C(NC2=C(C1)C(=O)N)C)C)C1=CC=C2CCNCC2=C1